ClC=1C=C(C=2N(N1)C(=CN2)C(C)C)N(C(OC(C)(C)C)=O)[C@@H](C)C2=CC=CC=C2 tert-butyl (S)-(6-chloro-3-isopropylimidazo[1,2-b]pyridazin-8-yl)(1-phenylethyl)carbamate